N1(CC(=CC=C1)C(=O)[O-])C(=O)[O-] pyridine-1,3-dicarboxylate